O1CCC(CC1)C1=NC2=CC=C(C=C2C=C1)C=O 2-(Tetrahydro-2H-pyran-4-yl)quinoline-6-carbaldehyde